2-fluoro-4-(5-fluorobenzoselenazol-2-yl)-6-methylaniline FC1=C(N)C(=CC(=C1)C=1[Se]C2=C(N1)C=C(C=C2)F)C